C1(CCCCC1)OC1=NC(=NC=C1)N 4-(cyclohexyloxy)pyrimidin-2-amine